C1(=CC=CC=C1)CC(=O)N1CC2=CC=CC=C2CC1 PHENYL-3,4-DIHYDROISOCHINOLIN-2(1H)-YL-ETHAN-1-ON